N-[(6-{[(2,2-dimethylpropyl)amino]methyl}imidazo[1,2-a]pyridin-2-yl)methyl]-4-oxo-4H-pyrido[1,2-a]pyrimidine-2-carboxamide CC(CNCC=1C=CC=2N(C1)C=C(N2)CNC(=O)C=2N=C1N(C(C2)=O)C=CC=C1)(C)C